CON(CCC1CCCCC1)OC dimethoxycyclohexylethylamine